(E)-N'-methoxy-N'-methyl-N-(dimethylcarbamoyl)-but-2-enediamide CON(C(/C=C/C(=O)NC(N(C)C)=O)=O)C